ClC1=CC=C(C(=N1)C(=O)O)NC(C)C1=C2N=C(C(=NC2=CC(=C1)C)C#N)NCC1(C(C1)(F)F)C 6-chloro-3-((1-(2-cyano-3-(((2,2-difluoro-1-methylcyclopropyl)methyl)amino)-7-methylquinoxalin-5-yl)ethyl)amino)picolinic acid